N-(3-((2-(pyrimidin-4-yl)imidazo[1,2-a]pyrazin-3-yl)amino)phenyl)acetamide N1=CN=C(C=C1)C=1N=C2N(C=CN=C2)C1NC=1C=C(C=CC1)NC(C)=O